C(C)S(=O)(=O)C1=CC=C(CNC(C2=CC(=C(C=C2)F)C=O)=O)C=C1 N-(4-(ethylsulfonyl)benzyl)-4-fluoro-3-formylbenzamide